(R)-N-((-)-1-(3-amino-4-fluorophenyl)-1-(6-cyanopyridin-2-yl)-3-cyclopropyl)-2-methylpropan-2-sulfinamide NC=1C=C(C=CC1F)C1(CC1N[S@](=O)C(C)(C)C)C1=NC(=CC=C1)C#N